1-(5-bromo-6-(4-cyano-3-fluorophenyl)-4-methoxypyridin-2-yl)piperidine BrC=1C(=CC(=NC1C1=CC(=C(C=C1)C#N)F)N1CCCCC1)OC